((1R,3R)-3-ethoxycyclopentyl)carbamic acid tert-butyl ester C(C)(C)(C)OC(N[C@H]1C[C@@H](CC1)OCC)=O